C1=CC=C2C(=C1)C3=C(N2)C(=C(C(=C3Br)Br)Br)Br tetrabromocarbazole